S1C2=C(C=C1C=1C(=C3C(=NC1)NC=C3)Cl)C=CC=C2 5-(benzo[b]thiophen-2-yl)-4-chloro-1H-pyrrolo[2,3-b]pyridine